(1S)-1-Amino-2-methyl-1-phenylpropan-2-ol N[C@H](C(C)(O)C)C1=CC=CC=C1